tert-butyl (3-(1,4-dimethyl-1H-imidazol-5-yl)-1,2,4-thiadiazol-5-yl)carbamate CN1C=NC(=C1C1=NSC(=N1)NC(OC(C)(C)C)=O)C